((5-(4-(4,4-difluoropiperidine-1-carbonyl)phenyl)-7-(4-fluorophenyl)-2,7a-dihydrobenzofuran-2-yl)methyl)azetidine-3-carboxamide FC1(CCN(CC1)C(=O)C1=CC=C(C=C1)C=1C=C(C2C(=CC(O2)CN2CC(C2)C(=O)N)C1)C1=CC=C(C=C1)F)F